C(CC)(=O)OC1=C(C=C(C=C1C(C)(C)C)O)C(C)(C)C 2,6-di-t-butyl-4-hydroxyphenyl propionate